5-(pyridin-2-yl)thiophen N1=C(C=CC=C1)C1=CC=CS1